FC=1C(=C(C=O)C=CC1)O 3-fluoro-2-hydroxy-benzaldehyde